8-bromo-2-(2-phenoxyethyl)-1,3,4,12a-tetrahydrobenzo[e]pyrazino[1,2-a][1,4]diazepine-6,12(2H,11H)-dione BrC1=CC2=C(NC(C3N(C2=O)CCN(C3)CCOC3=CC=CC=C3)=O)C=C1